C(C)(C)N(C(=O)C1=C(C(=NC=C1)OCC)B(O)O)C(C)C 4-(DIISOPROPYLCARBAMOYL)-2-ETHOXYPYRIDIN-3-YLBORONIC ACID